4-((1R,5S)-3,8-Diazabicyclo[3.2.1]octan-3-yl)-7-(7,8-difluoro-3-hydroxynaphthalen-1-yl)-2-(((tetrahydro-1H-pyrrolizin-7a(5H)-yl)methyl)thio)-6,7-dihydropyrido[3,4-d]pyrimidin-8(5H)-one [C@H]12CN(C[C@H](CC1)N2)C=2C1=C(N=C(N2)SCC23CCCN3CCC2)C(N(CC1)C1=CC(=CC2=CC=C(C(=C12)F)F)O)=O